OCC=1C=C(CNCCCCOCCOC2=C3C=NNC3=CC(=C2)C=2C=NNC2C#N)C=C(C1)OC(F)(F)F 4-(4-(2-(4-((3-(hydroxymethyl)-5-(trifluoromethoxy)benzyl)amino)butoxy)ethoxy)-1H-indazol-6-yl)-1H-pyrazole-5-carbonitrile